6-Chloro-4-{4-[(3-dimethylaminopropyl)iminomethyl]phenyl}-1-phenyl-1H-pyrrolo[2,3-b]pyridine ClC1=CC(=C2C(=N1)N(C=C2)C2=CC=CC=C2)C2=CC=C(C=C2)C=NCCCN(C)C